6-[5-[1-benzyloxy-1-(trifluoromethyl)but-3-enyl]-1,3,4-oxadiazol-2-yl]-N-(2,2-dimethylpent-4-enyl)-5-nitro-3-(trifluoromethyl)pyridin-2-amine C(C1=CC=CC=C1)OC(CC=C)(C(F)(F)F)C1=NN=C(O1)C1=C(C=C(C(=N1)NCC(CC=C)(C)C)C(F)(F)F)[N+](=O)[O-]